N1C=NC(=C1)C1C(N(CC(N1)C)C1=NC(=NC=C1)C1=CN=C2N1C=C(N=C2)Cl)C 3-(4-(3-(1H-imidazol-4-yl)-2,5-dimethylpiperazin-1-yl)pyrimidin-2-yl)-6-chloroimidazo[1,2-a]pyrazine